P(=O)(OC)([O-])[O-].[Li+].[Li+] lithium methyl phosphate